3-acrylamido-propanoic acid C(C=C)(=O)NCCC(=O)O